2-((benzo[d]oxazol-5-ylmethyl)(1-(3-fluoropyridin-2-yl)ethyl)amino)-2-oxoacetic acid O1C=NC2=C1C=CC(=C2)CN(C(C(=O)O)=O)C(C)C2=NC=CC=C2F